4-(5-cyano-2-methoxyphenyl)-N-(5-(cyclopentylsulfonyl)-4,5,6,7-tetrahydrothiazolo[5,4-c]pyridin-2-yl)-6-methylnicotinamide C(#N)C=1C=CC(=C(C1)C1=CC(=NC=C1C(=O)NC=1SC=2CN(CCC2N1)S(=O)(=O)C1CCCC1)C)OC